NC1=NN2C(C=C(C=C2)C=2C(=NC(=C(C(=O)NCC3=C(C(=CC(=C3)C(F)(F)F)Cl)F)C2)OC)C)=N1 5-(2-amino-[1,2,4]triazolo[1,5-a]pyridin-7-yl)-N-(3-chloro-2-fluoro-5-(trifluoromethyl)benzyl)-2-methoxy-6-methylnicotinamide